CC1(CCN(CC1)C=1C=C(C=CC1[N+](=O)[O-])N1CCN(CC1)C(=O)OC(C)(C)C)C tert-Butyl 4-(3-(4,4-dimethylpiperidin-1-yl)-4-nitrophenyl)piperazine-1-carboxylate